(2R)-3-(3,4-dichlorophenyl)-N1,N1-dimethyl-propane-1,2-diamine ClC=1C=C(C=CC1Cl)C[C@H](CN(C)C)N